C(C)N(C(=O)C1=NN2C(N=C(C=C2N2CCOCC2)N2N=C(C=C2)C=2C=C(C=CC2)C)=C1)C N-ethyl-N-methyl-7-morpholino-5-(3-(m-tolyl)-1H-pyrazol-1-yl)pyrazolo[1,5-a]pyrimidine-2-carboxamide